fluoro-3'-methyl-3-oxospiro[cyclohexane-1,1'-indene]-4-carboxylic acid methyl ester COC(=O)C1C(CC2(C(=C(C3=CC=CC=C23)C)F)CC1)=O